1-(2-Dimethylaminoethyl)silantriol CN(CC[Si](O)(O)O)C